CC(C)C1=NC=NC(=C1N1C(N=C(C2=C1N=C(C(=C2)F)C2=C(C=CC=C2O)F)N2[C@H](CN(CC2)C(C=C)=O)C)=O)C(C)C 1-(4,6-di(2-propanyl)-5-pyrimidinyl)-6-fluoro-7-(2-fluoro-6-hydroxyphenyl)-4-((2S)-2-methyl-4-(2-propenoyl)-1-piperazinyl)pyrido[2,3-d]pyrimidin-2(1H)-one